amino-1,2,4-trimethyl-[3,3'-bipyridine] NC=1C(=C(C(N(C1)C)C)C=1C=NC=CC1)C